5-(2-methoxyphenyl)-1,3-cyclohexanedione COC1=C(C=CC=C1)C1CC(CC(C1)=O)=O